2-(6-methoxy-2',6'-dimethyl-[1,1'-biphenyl]-3-yl)-5-methyl-4-((3-(2-methyl-2H-1,2,3-triazol-4-yl)phenyl)carbamoyl)-1H-imidazole 3-oxide COC1=CC=C(C=C1C1=C(C=CC=C1C)C)C=1NC(=C([N+]1[O-])C(NC1=CC(=CC=C1)C1=NN(N=C1)C)=O)C